((((3-(2-methyl-1H-imidazol-1-yl)propyl)azanediyl)bis(ethane-2,1-diyl))bis(oxy))bis(propane-3,1-diyl)bis(2-hexyldecanoate) CC=1N(C=CN1)CCCN(CCOCCCC(C(=O)[O-])(CCCCCCCC)CCCCCC)CCOCCCC(C(=O)[O-])(CCCCCCCC)CCCCCC